BrCCC1=CCC(C=C1)(O)[2H] 4-(2-bromoethyl)phenol-1-d